(R,2R)-N'-((3-(2-methoxypyridin-4-yl)bicyclo[4.2.0]octa-1(6),2,4-trien-2-yl)carbamoyl)-2-methyl-2,3-dihydropyrazolo[5,1-b]oxazole-7-sulfonimidamide COC1=NC=CC(=C1)C1=C(C=2CCC2C=C1)NC(=O)N=[S@](=O)(N)C=1C=NN2C1O[C@@H](C2)C